C(#N)C1=NC=C(C(=C1)C1=CC=2N(C=C1)N=C(C2)NC(=O)C2CC2)OCC2CCNCC2 N-[5-[2-cyano-5-(4-piperidylmethoxy)-4-pyridyl]pyrazolo[1,5-a]pyridin-2-yl]cyclopropanecarboxamide